(dimethoxyphosphorylmethyl)-3-methyl-azetidine-1-carboxylic acid tert-butyl ester C(C)(C)(C)OC(=O)N1C(C(C1)C)CP(=O)(OC)OC